FC(C(=O)O)(F)F.[N+](=O)([O-])C1=NN(C=N1)CCN 2-(3-nitro-1H-1,2,4-triazol-1-yl)ethylamine trifluoroacetate